2-(pyridin-3-yl)butyric acid N1=CC(=CC=C1)C(C(=O)O)CC